tert-butyl 4-((dimethylamino) methyl)-4-phenethylpiperidine-1-carboxylate CN(C)CC1(CCN(CC1)C(=O)OC(C)(C)C)CCC1=CC=CC=C1